N1(CCOCC1)C1=NSC(=N1)NC(OC(C)(C)C)=O tert-Butyl (3-morpholinyl-1,2,4-thiadiazol-5-yl)carbamate